FC=1C=C(C=CC1)[S@](=NC(C1=CC=CC=C1)=O)C1=C(C(=CC=C1)C)C1=C(C=CC=C1C)I N-((S)-(3-fluorophenyl)((R)-2'-iodo-6,6'-dimethyl-[1,1'-biphenyl]-2-yl)-λ4-sulfaneylidene)benzamide